C(C)[Al]Cl ethylaluminium monochloride